4-tert-butyl-N-{(1S)-1-cyano-2-[(3S)-2-oxopyrrolidin-3-yl]ethyl}-1-{N-[(trifluoromethyl)sulfonyl]-L-valyl}piperidine-2-carboxamide C(C)(C)(C)C1CC(N(CC1)C([C@@H](NS(=O)(=O)C(F)(F)F)C(C)C)=O)C(=O)N[C@@H](C[C@H]1C(NCC1)=O)C#N